ClC1=C(C=CC=C1)C1=C(C(=CC=C1)C1=NC(=C(N=C1)CNC[C@H]1NC(CC1)=O)OC)Cl 2,2'-dichloro-3'-(6-methoxy-5-(((((S)-5-oxopyrrolidin-2-yl)methyl)amino)methyl)pyrazin-2-yl)-[1,1'-biphenyl]